Methyl 3-[2-[3-(tert-butylcarbamoyl)anilino]-2-oxoethyl]-4-hydroxy-benzoate C(C)(C)(C)NC(=O)C=1C=C(NC(CC=2C=C(C(=O)OC)C=CC2O)=O)C=CC1